Dimethylsilylenebis[2-(2-furyl)-3,5-dimethyl-cyclopentadienyl]zirconium dichloride [Cl-].[Cl-].C[Si](=[Zr+2](C1C(=C(C=C1C)C)C=1OC=CC1)C1C(=C(C=C1C)C)C=1OC=CC1)C